acryloyl-oxydecyl-ammonium chloride [Cl-].C(C=C)(=O)OCCCCCCCCCC[NH3+]